tert-butyl 2-(4-methyl-2-(trifluoromethyl)pyrimidin-5-yl)-2,8-diazaspiro[4.5]decane-8-carboxylate CC1=NC(=NC=C1N1CC2(CC1)CCN(CC2)C(=O)OC(C)(C)C)C(F)(F)F